ClC=1C(=CC(=NC1)OC)C1=CC(=NN1)C(=O)N1[C@@H](CC([C@@H](C1)C)C(=O)NCC1=CC(=CC=C1)Cl)C (2r,5s)-1-(5-(5-chloro-2-methoxypyridin-4-yl)-1H-pyrazole-3-carbonyl)-N-(3-chlorobenzyl)-2,5-dimethylpiperidine-4-carboxamide